tert-butyl (1-(2-aminoethyl)cyclopropyl)carbamate hydrochloride Cl.NCCC1(CC1)NC(OC(C)(C)C)=O